The molecule is a beta-hydroxy ketone that is pentan-3-one with a hydroxy group at position 1 and a phenyl group at position 5. Isolated from the edible mushroom Mycoleptodonoides aitchisonii, it exhibits protective activity against endoplasmic reticulum (ER) stress-dependent cell death. It has a role as a metabolite and a neuroprotective agent. It is a beta-hydroxy ketone and a primary alcohol. C1=CC=C(C=C1)CCC(=O)CCO